methyl 5-chloro-1-((5-(3-fluoro-5-methoxyphenyl) pyrazin-2-yl) methyl)-1H-indazole-7-carboxylate ClC=1C=C2C=NN(C2=C(C1)C(=O)OC)CC1=NC=C(N=C1)C1=CC(=CC(=C1)OC)F